C(C)(=O)N1CCN(CC1)C1=CC(=C(C=C1)NC(=O)C=1C=NN2C1N=C(C=C2)N[C@H]2CNCCC2)OC (R)-N-(4-(4-acetylpiperazin-1-yl)-2-methoxyphenyl)-5-(piperidin-3-ylamino)pyrazolo[1,5-a]pyrimidine-3-carboxamide